1-(4-Benzylpiperazin-1-yl)-2-(4-chlorophenoxy)-2-methyl-1-propanone C(C1=CC=CC=C1)N1CCN(CC1)C(C(C)(C)OC1=CC=C(C=C1)Cl)=O